(E)-N-(4-(3-(3,4-Dihydroxyphenyl)acryloyl)phenyl)-3,4-difluorobenzamide OC=1C=C(C=CC1O)/C=C/C(=O)C1=CC=C(C=C1)NC(C1=CC(=C(C=C1)F)F)=O